3-hydroxytricyclo(3.3.1.13,7)decan-1-yl acrylate C(C=C)(=O)OC12CC3(CC(CC(C1)C3)C2)O